FC(S[Ag])(F)F (Trifluoromethylthio)silver(I)